2-(3-fluoro-5-vinylphenyl)acetonitrile FC=1C=C(C=C(C1)C=C)CC#N